phenylnaphthylbenzofuran C1(=CC=CC=C1)C1=C(OC2=C1C=CC=C2)C2=CC=CC1=CC=CC=C21